FC1=C(C=CC=C1)NC(=O)C=1C2=C(SC1NC(C(F)(F)F)=O)CCCCC2 2-(2,2,2-trifluoro-acetylamino)-5,6,7,8-tetrahydro-4H-cyclohepta[b]thiophene-3-carboxylic acid (2-fluoro-phenyl)-amide